NC1=CC=CC2=CC(=CC=C12)O 1-amino-6-naphthol